3-hydroxy-2-hydroxy-methyl-4-furanone OC1=C(OC(C1=O)C)O